N-((2,6-dihydroxy-3'-methyl-4-pentyl-[1,1'-biphenyl]-3-yl)sulfonyl)-1H-1,2,4-triazole-5-carboxamide OC1=C(C(=CC(=C1S(=O)(=O)NC(=O)C1=NC=NN1)CCCCC)O)C1=CC(=CC=C1)C